bis(8-oxo-8-(pentadecan-7-yloxy)octyl) 2-(((4-(pyrrolidin-1-yl)butoxy)carbonyl)oxy)pentanedioate N1(CCCC1)CCCCOC(=O)OC(C(=O)OCCCCCCCC(OC(CCCCCC)CCCCCCCC)=O)CCC(=O)OCCCCCCCC(OC(CCCCCC)CCCCCCCC)=O